CS(=O)(=O)OC=1C=C(C=CC1)NC(=O)NC1=CC(=CC=C1)OS(=O)(=O)C N,N'-di-[3-(methanesulfonyloxy)phenyl]urea